(S)-4-(3-fluorobenzyl)-N-(5-methyl-7-((3-methyloxetan-3-yl)methoxy)-4-oxo-2,3,4,5-tetrahydrobenzo[b][1,4]oxazepin-3-yl)-1H-pyrazole-1-carboxamide FC=1C=C(CC=2C=NN(C2)C(=O)N[C@@H]2C(N(C3=C(OC2)C=CC(=C3)OCC3(COC3)C)C)=O)C=CC1